(S)-2-chloro-N-(6-(3,3-dimethylbutyl)-6-azaspiro[2.5]oct-1-yl)-5-(trifluoromethyl)benzamide ClC1=C(C(=O)N[C@H]2CC23CCN(CC3)CCC(C)(C)C)C=C(C=C1)C(F)(F)F